N-(ethoxycarbonyl)-N-hexylphenylalanine ethyl ester C(C)OC([C@@H](N(CCCCCC)C(=O)OCC)CC1=CC=CC=C1)=O